7-((1S)-1-(2-(aminomethyl)-6-oxo-5-oxa-7-azaspiro[3.4]octan-7-yl)ethyl)-3-(2-methoxypyridin-4-yl)-1H-indole-2-carboxylic acid NCC1CC2(C1)OC(N(C2)[C@@H](C)C=2C=CC=C1C(=C(NC21)C(=O)O)C2=CC(=NC=C2)OC)=O